(1S,4R,5R,6S)-6-((S)-4-isopropyl-4,5-dihydrooxazol-2-yl)-3,4-dimethyl-2-(naphthalen-1-yl)-5-phenyl-1-phosphabicyclo-[2.2.1]hept-2-ene 1-sulfide C(C)(C)[C@@H]1N=C(OC1)[C@@H]1[C@@H]([C@@]2(C(=C([P@@]1(C2)=S)C2=CC=CC1=CC=CC=C21)C)C)C2=CC=CC=C2